3,5-Dihydroxy-4-(methoxymethoxy)benzaldehyde OC=1C=C(C=O)C=C(C1OCOC)O